(R)-1-(2-methyl-5-nitro-3-(trifluoromethyl)phenyl)ethan-1-amine CC1=C(C=C(C=C1C(F)(F)F)[N+](=O)[O-])[C@@H](C)N